(3S)-3-{[1-({4-[(3aR,6aS)-5-methyl-octahydropyrrolo[3,4-c]pyrrole-2-carbonyl]-2-(difluoromethoxy)-phenyl}methyl)-5-amino-1H-pyrazolo[4,3-d]pyrimidin-7-yl]amino}-hexan-1-ol CN1C[C@@H]2[C@H](C1)CN(C2)C(=O)C2=CC(=C(C=C2)CN2N=CC=1N=C(N=C(C12)N[C@H](CCO)CCC)N)OC(F)F